(7S)-3-(3-Aminoimidazo[1,2-a]pyridin-6-yl)-7-methyl-5-[4-(trifluoromethyl)phenyl]-6,7-dihydropyrazolo[1,5-a]pyrazin-4(5H)-one NC1=CN=C2N1C=C(C=C2)C=2C=NN1C2C(N(C[C@@H]1C)C1=CC=C(C=C1)C(F)(F)F)=O